1-(5-bromo-1H-indol-3-yl)-3-[tert-butyl-(diphenyl)silyl]oxy-2,2-dimethyl-propan-1-one BrC=1C=C2C(=CNC2=CC1)C(C(CO[Si](C1=CC=CC=C1)(C1=CC=CC=C1)C(C)(C)C)(C)C)=O